[Ni].[Fe].[Mn] manganese iron nickel